(R)-2-cyclopropyl-10-((5,6-dichloro-2-((2S,6R)-2,6-dimethylmorpholino)pyrimidin-4-yl)amino)-7-methyl-1,2,3,4-tetrahydro-[1,4]oxazepino[2,3-c]quinolin-6(7H)-one C1(CC1)[C@@H]1NC2=C(C(N(C=3C=CC(=CC23)NC2=NC(=NC(=C2Cl)Cl)N2C[C@@H](O[C@@H](C2)C)C)C)=O)OCC1